C(C=C)N1CCC2=C(CC1)SC(=N2)N 5,6,7,8-tetrahydro-6-(2-propenyl)-4H-thiazolo[4,5-d]azepin-2-amine